C1(CCCC1)C1=CC=C(CN(C(=O)[C@@H]2N(CCC2)S(=O)(=O)C2=C(C(=C(C(=C2F)F)F)F)F)C2=CC(=C(C(=O)O)C=C2)O)C=C1 (R)-4-(N-(4-cyclopentylbenzyl)-1-((perfluorophenyl)sulfonyl)pyrrolidine-2-carboxamido)-2-hydroxybenzoic acid